N-[(1R,2S)-1-(5-Bromo-3-fluoropyridin-2-yl)-2-methylcyclobutyl]-2-methylpropane-2-sulfinamide BrC=1C=C(C(=NC1)[C@@]1([C@H](CC1)C)NS(=O)C(C)(C)C)F